C([2H])([2H])([2H])NC=1C(CC=NC1)=O 5-((methyl-d3)amino)-4-oxo-3,4-dihydropyridine